C1(CC1)C=1C=C(C#N)C=C(C1)F 3-cyclopropyl-5-fluorobenzonitrile